N-hexadecanoyl-taurine C(CCCCCCCCCCCCCCC)(=O)NCCS(=O)(=O)O